NC1=C(C(N(C(=N1)N1CCC2([C@@H]([C@@H](OC2)C)N)CC1)C)=O)SC1=C(C(=CC=C1)N)C(F)(F)F 6-amino-5-((3-amino-2-(trifluoromethyl)phenyl)thio)-2-((3S,4S)-4-amino-3-methyl-2-oxa-8-azaspiro[4.5]decan-8-yl)-3-methylpyrimidin-4(3H)-one